2,2-bis(fluorooxy)hexafluoropropane FOC(C(F)(F)F)(C(F)(F)F)OF